C(C1CO1)OCCC[Si](OCC)(OCC)C 3-glycidyl-oxypropyl-methyl-diethoxysilane